N-vinyl-2-phenylimidazoline C(=C)N1C(=NCC1)C1=CC=CC=C1